CN(C1=CC2=C(C=C(O2)C(=O)NS(=O)(=O)C2=C(C=CC=C2)OC)C(=C1)F)C 6-(Dimethylamino)-4-fluoro-N-(2-methoxybenzene-1-sulfonyl)-1-benzofuran-2-carboxamide